C(N)(=O)C=1N(C=CC1C(F)(F)F)NC(=O)C12CN(C(C1)C2)C(=O)OC(C)(C)C tert-butyl 4-((2-carbamoyl-3-(trifluoromethyl)-1H-pyrrol-1-yl)carbamoyl)-2-azabicyclo[2.1.1]hexane-2-carboxylate